3',4'-Difluoro-3-(6-methanesulfonylaminocarbonyl-1-oxo-1,3-dihydroisoindol-2-yl)biphenyl-4-carboxylic acid 2-dimethylamino-ethyl ester CN(CCOC(=O)C1=C(C=C(C=C1)C1=CC(=C(C=C1)F)F)N1C(C2=CC(=CC=C2C1)C(=O)NS(=O)(=O)C)=O)C